OC1=CC=C(C=C1)C1=CC=CC=C1 4-hydroxybi-phenyl